3-{3-[(3-Cyclopropyl-2-fluorophenyl)sulfonyl]-6-methylpyridazin-4-yl}-5-(2,4-dimethylbenzyl)-5,6-dihydro-4H-1,2,4-oxadiazine C1(CC1)C=1C(=C(C=CC1)S(=O)(=O)C=1N=NC(=CC1C1=NOCC(N1)CC1=C(C=C(C=C1)C)C)C)F